C1(CC1)C1=CC(=C(C(=C1)C)N1N=C2N=C(NC(C2=C1)=O)COC)C(F)F 2-(4-cyclopropyl-2-(difluoromethyl)-6-methylphenyl)-6-(methoxymethyl)-2,5-dihydro-4H-pyrazolo[3,4-d]pyrimidin-4-one